P(=O)([O-])([O-])[O-].[Li+].[Li+].[Li+] lithium orthophosphate salt